(±)-2-(2-(6-(3-(Aminomethyl)-2-fluorophenyl)pyridin-2-yl)-4-methyl-3,4-dihydro-2H-benzo[b][1,4]oxazin-8-yl)acetic acid ethyl ester C(C)OC(CC1=CC=CC2=C1O[C@H](CN2C)C2=NC(=CC=C2)C2=C(C(=CC=C2)CN)F)=O |r|